4-((5-(3-fluoroimidazo[1,2-a]pyridin-6-yl)-4-methoxy-7H-pyrrolo[2,3-d]pyrimidin-2-yl)amino)-N,N-dimethylcyclohexane-1-carboxamide FC1=CN=C2N1C=C(C=C2)C2=CNC=1N=C(N=C(C12)OC)NC1CCC(CC1)C(=O)N(C)C